5-isopropyl-7-t-butyladamantane C(C)(C)C12CC3CC(CC(C1)(C3)C(C)(C)C)C2